O1CCNCC1 2,3,5,6-tetrahydro-[1,4]Oxazine